3-Methylbutane-1,3-diamine dihydrochloride Cl.Cl.CC(CCN)(C)N